C(C=C)(=O)N1CCN(CC1)C1=NC(=NC2=C(C(=C(C=C12)Cl)C1=C2C=NNC2=CC=C1C)F)OCCNC(C)=O N-(2-(4-(4-acryloylpiperazin-1-yl)-6-chloro-8-fluoro-7-(5-methyl-1H-indazol-4-yl)quinazolin-2-yloxy)ethyl)acetamide